C(C1=CC=CC=C1)C1=NOC=N1 3-benzyl-1,2,4-oxadiazol